C(C)(=O)[O-].FC([Si+](C)C)(F)F trifluorotrimethyl-silicon acetate